6-(5-Hydroxypyrazin-2-yl)-5-((2,4,6-trifluorobenzyl)thio)thiazolo[4,5-d]pyrimidin-7(6H)-one OC=1N=CC(=NC1)N1C(=NC2=C(C1=O)SC=N2)SCC2=C(C=C(C=C2F)F)F